C(#N)C=1C=CC(=C(C1)C1=CC(=NC=C1C(=O)NC=1SC2=C(N1)CN(C2)C(C2=NC=CC(=C2)C)=O)C)OC 4-(5-cyano-2-methoxyphenyl)-6-methyl-N-(5-(4-methylpicolinoyl)-5,6-dihydro-4H-pyrrolo[3,4-d]thiazol-2-yl)nicotinamide